OC(CCCCN1C(C(=CC2=C1N=C(N=C2)S(=O)(=O)C)N2CCN(C1=C(C=CC=C21)C)C(=O)OC(C)(C)C)=O)C tert-butyl 4-[8-(5-hydroxyhexyl)-2-methylsulfonyl-7-oxo-pyrido[2,3-d]pyrimidin-6-yl]-8-methyl-2,3-dihydroquinoxaline-1-carboxylate